O=N[C@@H](CCC(=O)O)C(=O)O ketoglutamic acid